Methyl 2-((2S,5R)-5-((tert-butoxycarbonyl) amino) tetrahydro-2H-pyran-2-yl)-6-(1-cyanocyclopropyl)-7-fluoro-2,4-dimethylbenzo[d][1,3]dioxole-5-carboxylate C(C)(C)(C)OC(=O)N[C@@H]1CC[C@H](OC1)C1(OC2=C(O1)C(=C(C(=C2C)C(=O)OC)C2(CC2)C#N)F)C